3-METHYL-1H-INDAZOLE-4-BORONIC ACID CC1=NNC=2C=CC=C(C12)B(O)O